O=C(CCCNC(CCCCCCCCCCC)=O)C N-(4-oxopentyl)dodecanamide